The molecule is the monohydrate of cyclophosphamide. It has a role as an antineoplastic agent, an immunosuppressive agent, an alkylating agent and a carcinogenic agent. It contains a cyclophosphamide. C1CNP(=O)(OC1)N(CCCl)CCCl.O